6-(3-(Azetidin-1-yl)phenyl)-2-(pyridin-2-yl)phthalazin-1(2H)-one N1(CCC1)C=1C=C(C=CC1)C=1C=C2C=NN(C(C2=CC1)=O)C1=NC=CC=C1